ClC=1C=CC=2N(C1)N=CC2S(=O)(=O)NC=2C(=NC(=C(C2)F)CC(F)F)OC([2H])([2H])[2H] 6-chloro-N-(6-(2,2-difluoroethyl)-5-fluoro-2-(methoxy-d3)pyridin-3-yl)pyrazolo[1,5-a]pyridine-3-sulfonamide